C1(=CC=C(C=C1)N(C1=CC=2C(C3=CC=CC=C3C2C=C1)(C)C)C1=CC=C(C=C1)C1=CC=C(C=C1)C=C)C1=CC=CC=C1 N-([1,1'-biphenyl]-4-yl)-9,9-dimethyl-N-(4'-vinyl-[1,1'-biphenyl]-4-yl)-9H-fluoren-2-amine